FC=1C(=NC=CC1CC=1C=CC=C(C(=O)N)C1)N(S(N)(=O)=O)CCOC 5-[[3-fluoro-2-(2-methoxyethyl-sulfamoylamino)pyridin-4-yl]methyl]benzamide